O1CCN(CC1)C1=NC(C=2C(=N1)N(CC2)C=2C=NC=CC2)OCC2CN(CC2)C(=O)OC(C)(C)C tert-butyl 3-(((2-morpholino-7-(pyridin-3-yl)-6,7-dihydro-4H-pyrrolo[2,3-d]pyrimidin-4-yl)oxy)methyl)pyrrolidine-1-carboxylate